BrC=1C=C(C2=C(CN(CCO2)C(=O)OC(C)(C)C)C1)Cl tert-butyl 7-bromo-9-chloro-3,5-dihydro-2H-1,4-benzoxazepine-4-carboxylate